[3-(2-cyclopropylpyrimidin-4-yl)oxyazetidin-1-yl]-[6-(3-cyclopropyl-1,2,4-triazol-1-yl)-2-azaspiro[3.3]heptan-2-yl]methanone C1(CC1)C1=NC=CC(=N1)OC1CN(C1)C(=O)N1CC2(C1)CC(C2)N2N=C(N=C2)C2CC2